C(#N)C1=CC=C(CNC(=O)C2=NN(C=3C(N(CCC32)CC3(CC3)S(=O)(=O)C(COC(C(=O)OC)(F)F)(C)C)=O)C)C=C1 methyl 2-(2-((1-((3-((4-cyanobenzyl)carbamoyl)-1-methyl-7-oxo-4,5-dihydro-1H-pyrazolo[3,4-c]pyridin-6(7H)-yl)methyl)cyclopropyl)sulfonyl)-2-methylpropoxy)-2,2-difluoroacetate